C(C)N1N=C(C(=C1)C=1N=NN(C1)CC1=CC=C(C=C1)C1=NOC(=N1)C(F)(F)F)C 3-[4-[[4-(1-ethyl-3-methyl-pyrazol-4-yl)triazol-1-yl]methyl]phenyl]-5-(trifluoromethyl)-1,2,4-oxadiazole